FC=1C(=C(C=C(C1)C(C)(C)O)C(C(=O)O)N1C[C@@H](CC1)OCCCCCC1=NC=2NCCCC2C=C1)OC 2-(3-fluoro-5-(2-hydroxypropan-2-yl)-2-methoxyphenyl)-2-((R)-3-((5-(5,6,7,8-tetrahydro-1,8-naphthyridin-2-yl)pentyl)oxy)pyrrolidin-1-yl)acetic acid